C1(CCCCC1)CCC(=O)N[C@@H](C(=O)N)CC(=O)N(O)CCC1=CC(=C(C=C1)O)O (R)-2-(3-cyclohexylpropanamido)-N'-(3,4-dihydroxyphenethyl)-N4-hydroxysuccinamide